C1(CC1)C1=NC=C(C(=C1)C1=C(C=NC(=C1)C)C(=O)O)OC 2'-cyclopropyl-5'-methoxy-6-methyl-[4,4'-bipyridine]-3-carboxylic acid